Cl.ClC1=NC(=NC(=N1)N1CCOCC1)N1CCNCC1 4-(4-chloro-6-morpholinyl-1,3,5-triazin-2-yl)piperazine hydrochloride